tert-butyl (3R)-3-[2-bromo-6-(difluoromethoxy)phenyl]-3-[(5-chloro-3-fluoro-2-nitrophenyl)amino]propanoate BrC1=C(C(=CC=C1)OC(F)F)[C@@H](CC(=O)OC(C)(C)C)NC1=C(C(=CC(=C1)Cl)F)[N+](=O)[O-]